IC1=CNC=2N=CN=C(C21)C2=CC(CCC2)NC(OC(C)(C)C)=O tert-butyl (3-(5-iodo-7H-pyrrolo[2,3-d]pyrimidin-4-yl)cyclohex-2-en-1-yl)carbamate